C(N)(O)=O.[Si](C)(C)(C(C)(C)C)OCC(CNC(OCC(Cl)(Cl)Cl)=O)CC=1C=NC=CC1 2,2,2-trichloroethyl (3-((tert-butyldimethylsilyl)oxy)-2-(pyridin-3-ylmethyl)propyl)carbamate carbamate